[Cl-].[Cl-].CC1=C(C(=C(C1[Si](C)(C)[Zr+2]C1C(=CC2=C(C=3CCCC3C=C12)C1=C(C(=C(C=C1)C)C)C)C)C)C)C tetramethylcyclopentadienyl-dimethylsilyl-(2-methyl-4-(2,3,4-trimethylphenyl)-1,5,6,7-tetrahydro-s-indacen-1-yl)zirconium dichloride